BrC1=NN(C=C1C(NC)([2H])[2H])C 1-(3-bromo-1-methyl-1H-pyrazol-4-yl)-N-methylmethan-d2-amine